2-(4-methylpiperazin-1-yl)-N-(1-naphthyl)-6-(4-prop-2-enoylpiperazin-1-yl)pyrimidine-4-carboxamide CN1CCN(CC1)C1=NC(=CC(=N1)C(=O)NC1=CC=CC2=CC=CC=C12)N1CCN(CC1)C(C=C)=O